(1R,3R)-3-amino-3-(5-bromopyrimidin-2-yl)-1-(fluoromethyl)cyclobutanecarbonitrile NC1(CC(C1)(C#N)CF)C1=NC=C(C=N1)Br